10-(3-((tert-Butyldimethylsilyl)oxy)propoxy)-7,8-dichloro-6-((2-(trimethyl-silyl)ethoxy)methyl)-3,4,5,6-tetrahydroazepino[4,5-b]indol-2(1H)-one [Si](C)(C)(C(C)(C)C)OCCCOC=1C=2C3=C(N(C2C(=C(C1)Cl)Cl)COCC[Si](C)(C)C)CCNC(C3)=O